2-[4-[(E)-3-(3-Ethoxy-4-hydroxyphenyl)prop-2-enoyl]phenoxy]acetate C(C)OC=1C=C(C=CC1O)/C=C/C(=O)C1=CC=C(OCC(=O)[O-])C=C1